2-(1-pyrrolyl)-ethanol N1(C=CC=C1)CCO